C(CCC)[Si](C)(C)OCCC1CN(C1)C1=CC(=CC=C1)C=1C(=NC(=CC1)OCC1=CC=CC=C1)OCC1=CC=CC=C1 butyl-[2-[1-[3-(2,6-dibenzyloxy-3-pyridyl)phenyl]azetidin-3-yl]ethoxy]dimethylsilane